ClC1=CC(=C(C=C1)[C@@]1(OC2=C(C=CC=C2C(=C1)F)C1CCN(CC1)CC1=NC=2C(=NC(=CC2)C(=O)O)N1C[C@H]1OCC1)[2H])OC([2H])([2H])[2H] 2-((4-((R)-2-(4-chloro-2-(methoxy-d3)phenyl)-4-fluoro-2H-chromen-8-yl-2-d)piperidin-1-yl)methyl)-3-(((S)-oxetan-2-yl)methyl)-3H-imidazo[4,5-b]pyridine-5-carboxylic acid